FC1=C(C(=CC(=C1)CNCCC1CCN(CC1)C)O)N1CC(NS1(=O)=O)=O 5-[2-fluoro-6-hydroxy-4-[[2-(1-methyl-4-piperidinyl)ethylamino]methyl]phenyl]-1,1-dioxo-1,2,5-thiadiazolidin-3-one